3,4-pentanediol CCC(C(C)O)O